4-(piperidine-1-carbonyl)piperidine-1-carboxylic acid tert-butyl ester C(C)(C)(C)OC(=O)N1CCC(CC1)C(=O)N1CCCCC1